N1C(=CC2=CC=CC=C12)CC(=O)[O-] Indolacetat